tert-Butyl N-[(1R,2S)-2-cyclobutyl-4-hydroxy-1-(hydroxymethyl)butyl]carbamate C1(CCC1)[C@@H]([C@H](CO)NC(OC(C)(C)C)=O)CCO